6-chloro-5-(1H-pyrazol-4-yl)picolinonitrile ClC1=C(C=CC(=N1)C#N)C=1C=NNC1